C(C)OC(C(=O)OCC)=O oxalic acid diethyl ester